6-(hydroxy(5-(hydroxymethyl)-1-methyl-1H-pyrrol-2-yl)methyl)dibenzo[C,e][1,2]oxaphosphine-6-oxide OC(P1(OC2=C(C3=C1C=CC=C3)C=CC=C2)=O)C=2N(C(=CC2)CO)C